2'-dicyclohexylphosphino-2,6-dimethoxy-1,1'-biphenyl C1(CCCCC1)P(C1=C(C=CC=C1)C1=C(C=CC=C1OC)OC)C1CCCCC1